N1-(5-fluoro-2-methyl-4-(4-(trifluoromethyl)piperidin-1-yl)phenyl)cyclohexane-1,4-diamine FC=1C(=CC(=C(C1)NC1CCC(CC1)N)C)N1CCC(CC1)C(F)(F)F